NC=1C2=C(N=CN1)N(C(=C2C2=NC=C(C=N2)C2COCC2)C2=CCC1(CCN(CC1)C(C=C)=O)CC2)C 1-(9-(4-amino-7-methyl-5-(5-(tetrahydrofuran-3-yl)pyrimidin-2-yl)-7H-pyrrolo[2,3-d]pyrimidin-6-yl)-3-azaspiro[5.5]undec-8-en-3-yl)prop-2-en-1-one